(E)-N-HYDROXY-1-METHYL-1H-PYRAZOLE-4-CARBIMIDOYL CYANIDE O\N=C(/C=1C=NN(C1)C)\C#N